COCOC1=C(C=C(C(=C1)OCOC)C)C(=O)N1CC2=CC=CC(=C2C1)[N+](=O)[O-] (2,4-bis(methoxymethoxy)-5-methylphenyl)(4-nitroisoindolin-2-yl)methanone